N-(2-amino-1-methyl-2-oxo-ethyl-3,4-difluoro-anilino)thiazole NC(C(C)N(C1=CC(=C(C=C1)F)F)N1CSC=C1)=O